2-((1S,4s)-4-hydroxycyclohexyl)-6-methoxy-2H-indazole-5-carboxylic acid methyl ester COC(=O)C1=CC2=CN(N=C2C=C1OC)C1CCC(CC1)O